FC1=C(C=CC=C1)C1=C2N=C(C(=NC2=CC=C1)C(=O)N)CC1=CN=C(S1)C1=CC=C(C=C1)OC (2-fluorophenyl)-((2-(4-methoxyphenyl)thiazol-5-yl)methyl)quinoxaline-2-carboxamide